(-)-1-[3-[4-(2,4-difluorophenyl)phenyl]azetidine-1-carbonyl]pyrrolidine-3-carboxylic acid amide FC1=C(C=CC(=C1)F)C1=CC=C(C=C1)C1CN(C1)C(=O)N1CC(CC1)C(=O)N